2-(4-((1H-benzo[d]imidazol-6-yl)methyl)-3,5-bis(trifluoro-methyl)phenyl)-3,5-dioxo-2,3,4,5-tetrahydro-1,2,4-triazine-6-carbonitrile N1C=NC2=C1C=C(C=C2)CC2=C(C=C(C=C2C(F)(F)F)N2N=C(C(NC2=O)=O)C#N)C(F)(F)F